NC1=CC=C(CN2N=CC(=C2)NC2=NC=C(C(=N2)C2=CN(C3=CC=CC=C23)C)Cl)C=C1 N-(1-(4-aminobenzyl)-1H-pyrazol-4-yl)-5-chloro-4-(1-methyl-1H-indol-3-yl)pyrimidin-2-amine